6-Dilauroylamino-1,3,5-triazine-2,4-dithiol monosodium salt [Na].C(CCCCCCCCCCC)(=O)N(C1=NC(=NC(=N1)S)S)C(CCCCCCCCCCC)=O